C(C)OC(C(C1=CC=CC=C1)NCCN1N=CC(=C1)C#N)=O ((2-(4-cyano-1H-pyrazol-1-yl)ethyl)amino)-2-phenylacetic acid ethyl ester